(8R,9S,10S)-9-(4-bromophenyl)-10-[(dimethylamino)methyl]-3-hydroxy-N-(4-methoxyphenyl)-1,6-diazabicyclo[6.2.0]decane-6-carboxamide BrC1=CC=C(C=C1)[C@@H]1[C@@H]2CN(CCC(CN2[C@@H]1CN(C)C)O)C(=O)NC1=CC=C(C=C1)OC